3-(4-methoxyphenyl)-2-phenylpropionitrile COC1=CC=C(C=C1)CC(C#N)C1=CC=CC=C1